2-chloro-6-(2,6-dichloro-3,5-dimethoxyphenyl)-5,6,8,9-tetrahydroimidazo[1,2-a]pyrimido[5,4-e]pyrimidine ClC=1N=CC=2CN(C=3N(C2N1)CCN3)C3=C(C(=CC(=C3Cl)OC)OC)Cl